COC(=O)C1=NC2=CC=C3C(=C2C=C1)C(NC3)=O 1-oxo-2,3-dihydro-1H-pyrrolo[3,4-f]quinoline-7-carboxylic acid methyl ester